(+)-5-amino-3-(2-(4-(2,4-difluoro-5-(2-(methyl-sulfinyl)ethoxy)phenyl)piperazin-1-yl)ethyl)-8-(furan-2-yl)thiazolo[5,4-e][1,2,4]triazolo[1,5-c]pyrimidin-2(3H)-one NC1=NC2=C(C=3N1N=C(N3)C=3OC=CC3)SC(N2CCN2CCN(CC2)C2=C(C=C(C(=C2)OCCS(=O)C)F)F)=O